ClC1=C(C=C(C=C1)F)C1N(C(C2=CC=C3C=NC(=NC3=C21)N2C=C(C1=CC(=CC=C21)F)O)=O)CC2=CC=C(C=C2)OC 9-(2-Chloro-5-fluorophenyl)-2-((S)-5-fluoro-3-hydroxyindol-1-yl)-8-(4-methoxybenzyl)-8,9-dihydro-7H-pyrrolo[3,4-H]quinazolin-7-one